(RS)-α-cyano-3-phenoxybenzyl (S)-2-(4-difluoromethoxyphenyl)-3-methylbutyrate FC(OC1=CC=C(C=C1)[C@@H](C(=O)O[C@H](C1=CC(=CC=C1)OC1=CC=CC=C1)C#N)C(C)C)F |&1:13|